C1N(C[C@H]2[C@@H]1CCC2)C(=O)C2=C(OC=1N(CN=C(C12)N)C1(CC1)C)C 5-[(3aR,6aS)-Octahydrocyclopenta[c]pyrrole-2-carbonyl]-6-methyl-1-(1-methylcyclopropyl)furo[2,3-d]pyrimidin-4-amine